N-((S)-2-cyano-1-(4-(ethylsulfonyl)phenyl)ethyl)-4-((2S,4S)-2-((difluoromethoxy)methyl)-4-(4-(trifluoromethoxy)phenoxy)pyrrolidin-1-yl)benzamide C(#N)C[C@@H](C1=CC=C(C=C1)S(=O)(=O)CC)NC(C1=CC=C(C=C1)N1[C@@H](C[C@@H](C1)OC1=CC=C(C=C1)OC(F)(F)F)COC(F)F)=O